(S)-N1-(5-methyl-7-(4-(methylsulfonamido)but-1-yn-1-yl)-4-oxo-2,3,4,5-tetrahydrobenzo[b][1,4]oxazepin-3-yl)-N2-phenethyloxalamide CN1C2=C(OC[C@@H](C1=O)NC(C(=O)NCCC1=CC=CC=C1)=O)C=CC(=C2)C#CCCNS(=O)(=O)C